9-fluoro-N-methyl-8-(1-(tetrahydro-2H-pyran-2-yl)-1H-pyrazol-4-yl)-N-(2,2,6,6-tetramethylpiperidin-4-yl)-6H-isochromeno[3,4-b]pyridin-3-amine FC1=CC2=C(C=C1C=1C=NN(C1)C1OCCCC1)COC1=NC(=CC=C12)N(C1CC(NC(C1)(C)C)(C)C)C